N-Boc-5-(tetrahydro-2H-pyran-4-yl)pyridin-2-amine C(=O)(OC(C)(C)C)NC1=NC=C(C=C1)C1CCOCC1